2-(2-(2-(2-azidoethoxy)ethoxy)ethyl)-3-(8-chloro-2,6-dimethyl-1,2,3,4-tetrahydroisoquinolin-4-yl)benzenesulfonamide N(=[N+]=[N-])CCOCCOCCC1=C(C=CC=C1C1CN(CC2=C(C=C(C=C12)C)Cl)C)S(=O)(=O)N